tert-butyl 2-(2-amino-4-cyclobutyl-3-fluorophenyl)-8-oxo-2,3,4,5a,6,7,8,9-octahydro-5H-1,2,5,7-tetraazabenzo[cd]azulene-5-carboxylate NC1=C(C=CC(=C1F)C1CCC1)N1N=C2CC(NCC3C2=C1CCN3C(=O)OC(C)(C)C)=O